[4,4-dimethyl-6-oxo-1-[[(1R,2R)-2-(spiro[chromane-2,1'-cyclobutane]-4-ylcarbamoyl)cyclopropyl]methyl]hexahydropyrimidin-2-ylidene]ammonium CC1(NC(N(C(C1)=O)C[C@H]1[C@@H](C1)C(NC1CC2(CCC2)OC2=CC=CC=C12)=O)=[NH2+])C